tert-butyl 1-((Z)-prop-1-en-1-yl)-3,8-diazabicyclo[3.2.1]octan-8-carboxylate C(=C/C)/C12CNCC(CC1)N2C(=O)OC(C)(C)C